FC=1C(=NC=CC1)[N+](=O)[O-] 3-FLUORO-2-NITRO-PYRIDINE